6-(methoxycarbonyl)-5-methyl-2-pentyl-1H-indole-3-acetic acid COC(=O)C1=C(C=C2C(=C(NC2=C1)CCCCC)CC(=O)O)C